C1(CC1)C=1SC(=CC1NC(NS(N([C@H]1CN(CCC1)C)C=1C=NN(C1)C)(=O)=O)=O)C 3-(2-Cyclopropyl-5-methylthiophen-3-yl)-1-[(1-methyl-1H-pyrazol-4-yl)[(3R)-1-methylpiperidin-3-yl]sulfamoyl]urea